Cl.N[C@@H]1CSC2=C(C1)C(=C(C(=C2)O)N2CC(NS2(=O)=O)=O)F 5-[(3S)-3-amino-5-fluoro-7-hydroxy-3,4-dihydro-2H-1-benzothiopyran-6-yl]-1λ6,2,5-thiadiazolidine-1,1,3-trione hydrochloride